magnesium (((((2-hydroxyethyl)azanediyl)bis(methylene))bis(4,1-phenylene))bis(ethane-2,1-diyl))bis(phosphonate) OCCN(CC1=CC=C(C=C1)CCP([O-])([O-])=O)CC1=CC=C(C=C1)CCP([O-])([O-])=O.[Mg+2].[Mg+2]